C(\C=C/C(=O)O)(=O)O.OC[C@H](CC)NC(=O)[C@@H]1CN([C@@H]2CC3=CNC4=CC=CC(C2=C1)=C34)C (8S)-N-[(1S)-1-(Hydroxymethyl)propyl]-6-methyl-9,10-didehydroergoline-8-carboxamide monomaleate